C1=C2C=3C(CC(NC3C=C1)=O)=CC1=CC=CC=C12 4H-naphtho[3,2,1-de]quinolin-5(6H)-one